BrC1=CC2=C(N=C(N=C2)SC)N(C1=O)C1CCCC1 6-bromo-8-cyclopentyl-2-(methylthio)pyrido[2,3-d]pyrimidin-7(8H)-one